3-(4-Bromo-2-methyl-phenyl)sulfanyl-4-chloro-1-methyl-indole BrC1=CC(=C(C=C1)SC1=CN(C2=CC=CC(=C12)Cl)C)C